bis(2-methyl-4-phenylcyclopenta[b]indolyl)dimethyltitanium CC=1C(C2=C(N(C=3C=CC=CC23)C2=CC=CC=C2)C1)[Ti](C)(C)C1C(=CC=2N(C=3C=CC=CC3C21)C2=CC=CC=C2)C